2-(4-chloro-1H-pyrazol-1-yl)-1-phenyl-1-ethanone ClC=1C=NN(C1)CC(=O)C1=CC=CC=C1